C1(=CC=CC=C1)C1=CC(=NN1C(C)=O)C(=O)N1CCNCC1 1-(5-phenyl-3-(piperazine-1-carbonyl)-1H-pyrazol-1-yl)-1-ethanone